O[C@H]1[C@H](CN(CC1)C=1C=CC(=NC1)NC=1C2=C(C(=NC1)C1=C3C(=NC=C1)N(C=C3)C)CNC2=O)COC 7-((5-((3R,4R)-4-hydroxy-3-(methoxymeth-yl)piperidin-1-yl)pyridin-2-yl)amino)-4-(1-methyl-1H-pyrrolo[2,3-b]pyridin-4-yl)-2,3-dihydro-1H-pyrrolo[3,4-c]pyridin-1-one